NC=1SC2=C(N1)C(=CC=C2F)C2=C(C=C1C(=C(C(=NC1=C2F)N=C(C2=CC=CC=C2)C2=CC=CC=C2)C#N)N2CCNCC2)Cl 7-(2-amino-7-fluorobenzo[d]thiazol-4-yl)-6-chloro-2-((diphenylmethylene)amino)-8-fluoro-4-(piperazine-1-yl)quinoline-3-carbonitrile